FC(OC=1C=C(C=CC1)C1=NN2C(=NC=3C=CC=CC3C2=N1)N[C@H]1CNCC1)(F)F (3R)-3-({2-[3-(trifluoromethoxy)phenyl][1,2,4]triazolo[1,5-c]quinazolin-5-yl}amino)pyrrolidin